tert-butyl (R)-5-methoxy-4-((2-(4-(methoxycarbonyl)phenyl)-4-(pyrimidin-2-yl)piperazin-1-yl)methyl)-7-methyl-1H-indole-1-carboxylate COC=1C(=C2C=CN(C2=C(C1)C)C(=O)OC(C)(C)C)CN1[C@@H](CN(CC1)C1=NC=CC=N1)C1=CC=C(C=C1)C(=O)OC